OC1=C(C(=O)C2=C(C=CC(=C2)O)O)C=CC(=C1O)O 2,3,4,2',5'-pentahydroxybenzophenone